ClC=1C(=NC2=CC=CC=C2C1OS(=O)(=O)C(F)(F)F)C(=O)OC methyl 3-chloro-4-(trifluoromethylsulfonyloxy)quinoline-2-carboxylate